C12(CC(C1)C2)C=2SC(=C(N2)C=2C(=C(C=CC2)NC(C)=O)F)C2=NC(=NC=C2)NC2CC1(CS(C1)(=O)=O)C2 N-(3-(2-(bicyclo[1.1.1]pentan-1-yl)-5-(2-((2,2-dioxido-2-thiaspiro[3.3]heptan-6-yl)amino)pyrimidin-4-yl)thiazol-4-yl)-2-fluorophenyl)acetamide